(3S)-N-benzyl-3-({5-[2-(benzyloxy)-6-methoxyphenyl]-1-cyclohexyl-1H-pyrazol-3-yl}formamido)-5-methylhexanamide C(C1=CC=CC=C1)NC(C[C@H](CC(C)C)NC(=O)C1=NN(C(=C1)C1=C(C=CC=C1OC)OCC1=CC=CC=C1)C1CCCCC1)=O